tert-Butyl 2-chloro-4-methyl-5,7-dihydro-6H-pyrrolo[3,4-d]pyrimidine-6-carboxylate ClC=1N=C(C2=C(N1)CN(C2)C(=O)OC(C)(C)C)C